2-{4-[5-chloro-2-(4-fluoro-1H-imidazol-1-yl)phenyl]-5-methoxy-2-oxopyridin-1(2H)-yl}-4-methoxybutyric acid ClC=1C=CC(=C(C1)C1=CC(N(C=C1OC)C(C(=O)O)CCOC)=O)N1C=NC(=C1)F